C(C)(C)(C)C=1C=C(C=C(C1O)C)CCC(=O)OCC(C)(C)C1OCC2(CO1)COC(OC2)C(COC(CCC2=CC(=C(C(=C2)C)O)C(C)(C)C)=O)(C)C 3,9-bis[2-[3-(3-t-butyl-4-hydroxy-5-methylphenyl)-propionyloxy]-1,1-dimethylethyl]-2,4,8,10-tetraoxa-spiro[5.5]undecane